C(C)OC(=O)C1(CC1)NCC1=C(C(=C(C=C1OCC)O)Cl)F 1-((3-chloro-6-ethoxy-2-fluoro-4-hydroxybenzyl)amino)cyclopropane-1-carboxylic acid ethyl ester